C(CC(CCO)O)O pentane-1,3,5-triol